ADENOSINE PHOSPHORAMIDITE P(O)(N)OC[C@@H]1[C@H]([C@H]([C@@H](O1)N1C=NC=2C(N)=NC=NC12)O)O